nonadeca-1,18-dien-10-ol C=CCCCCCCCC(CCCCCCCC=C)O